(E)-3-(3-(3-chlorophenyl)-1H-1,2,4-triazol-1-yl)-N-(4-methoxyphenyl)acrylamide ClC=1C=C(C=CC1)C1=NN(C=N1)/C=C/C(=O)NC1=CC=C(C=C1)OC